C1(CCCCC1)NC(C1=CC(=CC(=C1)NC(CC(C)C)=O)NC(CC(C)C)=O)=O N-cyclohexyl-3,5-bis-(3-methylbutanoylamino)-benzamide